16-OXACYCLOHEXADECAN-1-ONE C1(CCCCCCCCCCCCCCO1)=O